(1S,3R)-3-((tert-butoxycarbonyl)amino)-1-isopropylcyclopentane-1-carboxylic acid C(C)(C)(C)OC(=O)N[C@H]1C[C@](CC1)(C(=O)O)C(C)C